(1S,2S,5R)-3-benzyl-2-((R)-2,2-difluoro-1-hydroxyethyl)-3,8-diazabicyclo[3.2.1]octane C(C1=CC=CC=C1)N1[C@@H]([C@@H]2CC[C@H](C1)N2)[C@H](C(F)F)O